C(#N)C1=C(C2=C(CN(C[C@H]2C2=C(C(=CC=C2)F)C=2C(=NN(C2)CC)C(F)(F)F)C(CP(OCC)(OCC)=O)=O)S1)C diethyl (S)-(2-(2-cyano-4-(2-(1-ethyl-3-(trifluoromethyl)-1H-pyrazol-4-yl)-3-fluorophenyl)-3-methyl-4,7-dihydrothieno[2,3-c]pyridin-6(5H)-yl)-2-oxoethyl)phosphonate